(+/-)-trans-methyl 3-((6-(benzofuran-2-yl)-2-(2-chloro-5H-pyrrolo[2,3-b]pyrazin-7-yl)pyrimidin-4-yl)amino)bicyclo[2.2.2]octane-2-carboxylate O1C(=CC2=C1C=CC=C2)C2=CC(=NC(=N2)C2=CNC1=NC=C(N=C12)Cl)NC1C(C2CCC1CC2)C(=O)OC